C(C)(=O)NCC=1C(=CC(=NC1)C1=CC=C(C=C1)F)C1=NN(C=C1)CC=1C=C(C(=O)NC)C=CC1 3-((3-(5-(acetamidomethyl)-2-(4-fluorophenyl)pyridin-4-yl)-1H-pyrazol-1-yl)methyl)-N-methylbenzamide